C1(=CC=CC=C1)C#CC(CCC=C)(O)C1=CC=C(C=C1)C(F)(F)F 1-phenyl-3-(4-(trifluoromethyl)phenyl)hept-6-en-1-yn-3-ol